5-{[1-(4-amino-2-fluorophenyl)piperidin-4-yl]methoxy}pyrimidine NC1=CC(=C(C=C1)N1CCC(CC1)COC=1C=NC=NC1)F